COC1=NC=C(C2=C1N=C(S2)[NH-])C=2C=NN(C2)C[C@H]2OCCCC2 (4-methoxy-7-{1-[(S)-1-(tetrahydro-pyran-2-yl)methyl]-1H-pyrazol-4-yl}-thiazolo[4,5-c]pyridin-2-yl)-amid